dichloro[1,4-bis(diphenylphosphino)butane] palladium (II) [Pd+2].ClC(CCCP(C1=CC=CC=C1)C1=CC=CC=C1)(P(C1=CC=CC=C1)C1=CC=CC=C1)Cl